FC1(CCC(CC1)C1=NC=CC(=C1NC(OC(C)(C)C)=O)C1=C(C=CC(=C1)F)F)F tert-butyl (2-(4,4-difluorocyclohexyl)-4-(2,5-difluorophenyl)pyridin-3-yl)carbamate